(2R,3R)-3-(3-(4-methylphenyl)isoxazol-5-yl)-2-(2,4-difluorophenyl)-1-(1H-tetrazol-1-yl)butan-2-ol CC1=CC=C(C=C1)C1=NOC(=C1)[C@@H]([C@@](CN1N=NN=C1)(O)C1=C(C=C(C=C1)F)F)C